3-(3-(4'-(diphenylamino)-[1,1'-biphenyl]-4-yl)imidazo[1,5-a]pyridin-1-yl)-1-methylpyridin-1-ium iodide [I-].C1(=CC=CC=C1)N(C1=CC=C(C=C1)C1=CC=C(C=C1)C1=NC(=C2N1C=CC=C2)C=2C=[N+](C=CC2)C)C2=CC=CC=C2